N-(2-(pyrrolidin-2-yl)ethyl)oxazole-4-carboxamide N1C(CCC1)CCNC(=O)C=1N=COC1